1-(3-aminopropyl)-2,5-dimethylimidazole NCCCN1C(=NC=C1C)C